C(OOOC(C)(C)CC)(OC(C)(C)C)=O t-pentylperoxy t-butyl monocarbonate